C1(CC1)CN1C(=CC2=CC=CC(=C12)C1CCNCC1)C=O 1-(cyclopropylmethyl)-7-(piperidin-4-yl)-1H-indole-2-carbaldehyde